Ethyl 2-((4-(4-(dimethylamino)piperidin-1-yl)-3-methoxyphenyl)amino)-4-((1-methylcyclopropyl)amino)thieno[2,3-d]pyrimidine-5-carboxylate CN(C1CCN(CC1)C1=C(C=C(C=C1)NC=1N=C(C2=C(N1)SC=C2C(=O)OCC)NC2(CC2)C)OC)C